N-[1-(1-cyano-1-methyl-ethyl)-3-isopropoxy-pyrazol-4-yl]carboxamide C(#N)C(C)(C)N1N=C(C(=C1)NC=O)OC(C)C